[2-(methacryloylamino)ethyl]tri-methylammonium iodine [I+].C(C(=C)C)(=O)NCC[N+](C)(C)C